rac-(3aS,5R,7R,7aS)-5-(4-fluorophenyl)-1,3,3,5,7-pentamethyloctahydrobenzo[c]isoxazole FC1=CC=C(C=C1)[C@]1(C[C@H]2[C@@H](N(OC2(C)C)C)[C@@H](C1)C)C |r|